BrC1=CC=C2N=CC=3N(C2=C1)C(=NC3)C3CCOCC3 8-bromo-1-(tetrahydro-2H-pyran-4-yl)imidazo[1,5-a]Quinoxaline